C1(CC1)N1C2CC(CC1CC2)N2CCC(CC2)C=2C=C(C1=C(N(C(=N1)C=1C=C(C=3N(C1)N=CN3)OC)C)C2)C 6-(6-(1-(8-cyclopropyl-8-azabicyclo[3.2.1]octan-3-yl)piperidin-4-yl)-1,4-dimethyl-1H-benzo[d]imidazol-2-yl)-8-methoxy-[1,2,4]triazolo[1,5-a]pyridine